3-(6-methoxy-[1,2,4]triazolo[4,3-a]pyridin-3-yl)cyclohexyl carbamate C(N)(OC1CC(CCC1)C1=NN=C2N1C=C(C=C2)OC)=O